C(C)OC(COC1=NOC(=C1)[C@H](C(=O)N1[C@@H](C[C@H](C1)O)C(=O)N[C@@H](C)C1=CC=C(C=C1)C1=C(N=CS1)C)C(C)C)OCC (2S,4R)-1-((R)-2-(3-(2,2-diethoxyethoxy)isoxazol-5-yl)-3-methylbutyryl)-4-hydroxy-N-((S)-1-(4-(4-methylthiazol-5-yl)phenyl)ethyl)pyrrolidine-2-carboxamide